2-((6-(difluoromethoxy)-2-methylpyridin-3-yl)sulfonyl)-6-(tetrahydro-2H-pyran-4-yl)-2,6-diazaspiro[3.3]heptane FC(OC1=CC=C(C(=N1)C)S(=O)(=O)N1CC2(C1)CN(C2)C2CCOCC2)F